C(CCC)C1=CC=C(C=C1)C1=C(C=2N(C3=CC=CC=C3C2C(=C1C(=O)C1=CC=CC=C1)O)C)[N+](=O)[O-] (2-(4-Butylphenyl)-4-hydroxy-9-methyl-1-nitro-9H-carbazol-3-yl)(phenyl)methanone